2-(3'-sec-Butyl-5'-tert-butyl-2'-hydroxy-phenyl)benzotriazol C(C)(CC)C=1C(=C(C=C(C1)C(C)(C)C)N1N=C2C(=N1)C=CC=C2)O